(R*)-4-((3aS*,6aS*)-4-(tert-butoxycarbonyl)-6,6-difluorohexahydro-1H-pyrrolo[3,2-c]isoxazol-1-yl)-3-(difluoromethoxy)-2,2-dimethylbutanoic acid C(C)(C)(C)OC(=O)N1CC([C@H]2N(OC[C@H]21)C[C@@H](C(C(=O)O)(C)C)OC(F)F)(F)F |o1:10,14,16|